4-((4-(4-bromo-1H-pyrazol-1-yl)-5-(trifluoromethyl)pyrimidin-2-yl)amino)-N-methylbenzenesulfonamide BrC=1C=NN(C1)C1=NC(=NC=C1C(F)(F)F)NC1=CC=C(C=C1)S(=O)(=O)NC